4,4-difluoropiperidine-1-carboxylic acid tert-butyl ester C(C)(C)(C)OC(=O)N1CCC(CC1)(F)F